Isopropyl ((S)-(((1S,4R)-4-(2-amino-6-(dimethylamino)-9H-purin-9-yl)cyclopent-2-en-1-yl)methoxy)(phenoxy)phosphoryl)-L-alaninate NC1=NC(=C2N=CN(C2=N1)[C@H]1C=C[C@H](C1)CO[P@](=O)(OC1=CC=CC=C1)N[C@@H](C)C(=O)OC(C)C)N(C)C